COC1=C(C=CC=C1)C1=CC(=NC=C1C(=O)NC1=NN2C(S1)=NC(=C2)C2=NC=NC=C2)C 4-(2-methoxyphenyl)-6-methyl-N-(6-(pyrimidin-4-yl)imidazo[2,1-b][1,3,4]thiadiazol-2-yl)nicotinamide